ClC1=CC=C(C=C1)NC(=O)NC1=CC(=C(C=C1)F)C(=O)C=1C=C2N=CC=NC2=CC1 1-(4-chlorophenyl)-3-(4-fluoro-3-(quinoxaline-6-carbonyl)phenyl)urea